(R)-2-((4-iodo-6-morpholinopyridin-2-yl)amino)propan-1-ol IC1=CC(=NC(=C1)N1CCOCC1)N[C@@H](CO)C